sodium 5-methoxysalicylate COC1=CC=C(C(C(=O)[O-])=C1)O.[Na+]